COC(CCCCOC1=CC=C(C=C1)C(C)=O)=O 5-(4-Acetylphenoxy)pentanoic acid methyl ester